1H-furo[3,4-c]pyrrole-4,5(3H)-dicarboxylate C1OCC=2C1=CN(C2C(=O)[O-])C(=O)[O-]